FC1=C(C=CC(=C1)F)CNC(=O)C1=CN2N3[C@@H](C=C[C@@H](N(C(C2=C(C1=O)O)=O)C3)CF)C (1S,10R,13R)-N-[(2,4-difluorophenyl)methyl]-10-(fluoromethyl)-6-hydroxy-13-methyl-5,8-dioxo-1,2,9-triazatricyclo[7.4.1.02,7]tetradeca-3,6,11-triene-4-carboxamide